2,2'-p-Phenylenebis(1,3-benzoxazin-4-one) C1(=CC=C(C=C1)C=1OC2=C(C(N1)=O)C=CC=C2)C=2OC1=C(C(N2)=O)C=CC=C1